N[C@@]1(CSCC1)COC1=C(C#N)C(=CC(=C1)C1=CN=C2N1C=CC=C2)SC (R)-2-((3-aminotetrahydrothiophene-3-yl)methoxy)-4-(imidazo[1,2-a]pyridin-3-yl)-6-(methylthio)benzonitrile